lithium oxide silicate [Si]([O-])([O-])([O-])[O-].[O-2].[Li+]